ClC1=C(C(=O)O)C=CC(=C1N1C(N(C(N(C1=O)CC)=S)CC)=O)F 2-chloro-4-fluoro-(3,5-diethyl-2,6-dioxo-4-thioxo-1,3,5-triazin-1-yl)benzoic acid